tert-butyl (2-(1-((5-nitro-1H-benzo[d]imidazol-2-yl)methyl)pyrrolidin-3-yl)ethyl)carbamate [N+](=O)([O-])C1=CC2=C(NC(=N2)CN2CC(CC2)CCNC(OC(C)(C)C)=O)C=C1